OCCC1(N=C2NC(NC(C2=N1)=O)=O)C hydroxymethyldimethylxanthine